COC(=O)C1=CC=C2C(=CNC2=C1P(=O)(C)C)C1=NC(=NC=C1C(F)(F)F)Cl 3-(2-chloro-5-(trifluoromethyl)pyrimidin-4-yl)-7-(dimethylphosphoryl)-1H-Indole-6-carboxylic acid methyl ester